N1(CCC1)[C@H]1CN2C(OC1)=CC=N2 (S)-6-(azetidin-1-yl)-6,7-dihydro-5H-pyrazolo[5,1-b][1,3]oxazine